tert-Butyldimethylsilyltrifluoromethan-sulfonat [Si](C)(C)(C(C)(C)C)OS(=O)(=O)C(F)(F)F